(7-((2S,5R)-4-(1-(4-fluoro-2-(1-methoxycyclopropyl)phenyl)ethyl)-2,5-dimethylpiperazin-1-yl)-4-methyl-5-oxo-4,5-dihydro-2H-pyrazolo[4,3-b]pyridin-2-yl)acetonitrile FC1=CC(=C(C=C1)C(C)N1C[C@@H](N(C[C@H]1C)C=1C=2C(N(C(C1)=O)C)=CN(N2)CC#N)C)C2(CC2)OC